2-(5-(((1R,2R,5S)-2-fluoro-8-azabicyclo[3.2.1]octan-3-yl)(methyl)amino)pyrazin-2-yl)-5-(6-methoxypyridazin-4-yl)phenol F[C@@H]1[C@H]2CC[C@@H](CC1N(C=1N=CC(=NC1)C1=C(C=C(C=C1)C1=CN=NC(=C1)OC)O)C)N2